N-tert-butyl-2-[(5'S,7a'R)-5'-(3,5-difluorophenyl)-3'-oxotetrahydro-1H,3'H-spiro[piperidine-4,2'-pyrrolo[2,1-b][1,3]oxazol]-1-yl]-5-fluoropyrimidine-4-carboxamide C(C)(C)(C)NC(=O)C1=NC(=NC=C1F)N1CCC2(C(N3[C@H](O2)CC[C@H]3C3=CC(=CC(=C3)F)F)=O)CC1